COC([C@@H](NC(=O)OC(C)(C)C)CS)=O (t-butyloxycarbonyl)-L-cysteine methyl ester